3-(3,4-difluorophenyl)pent-4-enoic acid FC=1C=C(C=CC1F)C(CC(=O)O)C=C